tert-butyl (S)-2-(4-((trimethylsilyl)ethynyl) indoline-1-carbonyl)pyrrolidine-1-carboxylate C[Si](C)(C)C#CC1=C2CCN(C2=CC=C1)C(=O)[C@H]1N(CCC1)C(=O)OC(C)(C)C